O1C(COCC1)=O DIOXANONE